(R)-1-(3-(3-(2-fluoro-4-phenoxyphenyl)-1H-pyrazolo[3,4-d]pyrimidin-1-yl)pyrrolidin-1-yl)prop-2-en-1-one FC1=C(C=CC(=C1)OC1=CC=CC=C1)C1=NN(C2=NC=NC=C21)[C@H]2CN(CC2)C(C=C)=O